C[Si](CCOCN1C=CC=2C1=NC=C(C2)C2CC(CC2)O)(C)C 3-[1-(2-trimethylsilylethoxymethyl)pyrrolo[2,3-b]pyridin-5-yl]cyclopentanol